3,5-difluoro-4-[[5-(2-furyl)tetrazol-1-yl]methyl]benzenecarbohydroxamic acid FC=1C=C(C=C(C1CN1N=NN=C1C=1OC=CC1)F)C(=O)NO